(1S,3aR,6aS)-2-(4-chloro-7-phenoxy-1H-indole-2-carbonyl)-N-[(2S)-4-hydroxy-3-oxo-1-[(3S)-2-oxopyrrolidin-3-yl]butan-2-yl]-hexahydro-1H-cyclopenta[c]pyrrole-1-carboxamide ClC1=C2C=C(NC2=C(C=C1)OC1=CC=CC=C1)C(=O)N1[C@@H]([C@@H]2[C@H](C1)CCC2)C(=O)N[C@@H](C[C@H]2C(NCC2)=O)C(CO)=O